Cl(=O)(=O)(=O)O.C1(=CC=CC=C1)C1OC(=CC(=C1)C1=CC=CC=C1)C1=CC=CC=C1 2,4,6-triphenylpyran perchlorate